2-methyl-1,4-phenylenebis(4-(4-(acryloxyoxy) butoxy) benzoate) CC1=C(C=CC(=C1)C1=C(C(=O)[O-])C=CC(=C1)OCCCCOOC(C=C)=O)C1=C(C(=O)[O-])C=CC(=C1)OCCCCOOC(C=C)=O